C(C1=CC=CC=C1)OCOCCCC(CC(CC(CC(CC(CC(C)O)C)C)C)C)C 14-hydroxy-4,6,8,10,12-pentamethylpentadecyl benzyloxymethyl ether